5-Methyl-N4-(3-oxo-2H,4H-benzo[1,4]oxazin-6-yl)-N2-[3-(N-propionylaminosulfonyl)phenyl]-2,4-pyrimidinediamine Sodium Salt [Na].CC=1C(=NC(=NC1)NC1=CC(=CC=C1)S(=O)(=O)NC(CC)=O)NC=1C=CC2=C(NC(CO2)=O)C1